NC1=C2C[C@@H](CN(C2=CC=C1)C1=CC=C(C=C1)C(F)(F)F)CNC(C=C)=O |o1:4| (R)- or (S)-N-((5-amino-1-(4-(trifluoromethyl)phenyl)-1,2,3,4-tetrahydroquinolin-3-yl)methyl)acrylamide